ClC1=CC=C(C=C1)C=1C=C(C(N(N1)C=1C=NC=CC1)=O)C(=O)NC(CO)C1CC1 (+)-6-(4-Chlorophenyl)-N-(1-cyclopropyl-2-hydroxyethyl)-3-oxo-2-(pyridin-3-yl)-2,3-dihydropyridazine-4-carboxamide